3-(2,6-difluoro-3-(propylsulfonamido)benzoyl)-N-(2-hydroxyethoxy)-1H-pyrrolo[2,3-b]pyridine-5-carboxamide FC1=C(C(=O)C2=CNC3=NC=C(C=C32)C(=O)NOCCO)C(=CC=C1NS(=O)(=O)CCC)F